[Si](C)(C)(C(C)(C)C)OCCSC1=CC=C(C=C1)NC1=NC=C2C=CN=C(C2=C1)O 7-((4-((2-((tert-butyldimethylsilyl)oxy)ethyl)thio)phenyl)amino)-2,6-naphthyridin-1-ol